2,6-Ditertbutyl-4-methylphenol C(C)(C)(C)C1=C(C(=CC(=C1)C)C(C)(C)C)O